N-{[(4R)-4-cyclopropyl-2,5-dioxoimidazolidin-4-yl]methyl}-4'-(1,1-difluoroethyl)[biphenyl]-2-carboxamide C1(CC1)[C@@]1(NC(NC1=O)=O)CNC(=O)C=1C(=CC=CC1)C1=CC=C(C=C1)C(C)(F)F